N1N=CC2=CC=CC=C12 1H-INDAZOL